(R)-(2-(((Benzyloxy)carbonyl)amino)-4-((tert-butyldimethylsilyl)oxy)butyl)glycine methyl ester COC(CNC[C@@H](CCO[Si](C)(C)C(C)(C)C)NC(=O)OCC1=CC=CC=C1)=O